C(C)(C)C1=C(NC2=CC=C(C=C12)C=1C(=NNC1)C(F)(F)F)C1=C2C(=NC=C1)NN=C2 4-(3-isopropyl-5-(3-(trifluoromethyl)-1H-pyrazol-4-yl)-1H-indol-2-yl)-1H-pyrazolo[3,4-b]pyridine